C(#C)C1CC(C1)C(=O)N([C@H](C(=O)OC(C)(C)C)C(C)C)C tert-butyl (2S)-2-[(3-ethynylcyclobutanecarbonyl)-methyl-amino]-3-methyl-butanoate